tertbutyl-amino fluoride C(C)(C)(C)NF